C(C)(C)(C)OC(=O)N1CC2(C1)CC(C2)NS(=O)(=O)C2=CC(=CC=C2)C(F)(F)F 6-[[3-(trifluoromethyl)phenyl]sulfonylamino]-2-azaspiro[3.3]heptane-2-carboxylic acid tert-butyl ester